C(C)(=O)C1=CC(=C(OCC2=C(C=C(C=C2)C2C=3C(NC(C2)=O)=NNC3)OC)C=C1)C(F)(F)F 4-(4-{[4-Acetyl-2-(trifluoromethyl)phenoxy]methyl}-3-methoxyphenyl)-2H,4H,5H,6H,7H-pyrazolo[3,4-b]pyridin-6-on